7-chloro-2-phenyl-4[3H]quinazolinone ClC1=CC=C2C(NC(=NC2=C1)C1=CC=CC=C1)=O